FC1=C(C(=CC=C1C=1N=NN(C1)CCC1=CC=CC=C1)O)N1CC(NS1(=O)=O)=O 5-(2-fluoro-6-hydroxy-3-(1-phenethyl-1H-1,2,3-triazol-4-yl)phenyl)-1,2,5-thiadiazolidin-3-one 1,1-dioxide